FC=1C=C(C=C(C1C#N)F)OC(C1=CC=C(C=C1)CC\C=C\C)=O 4-[3(E)-penten-1-yl]benzoic acid-3,5-difluoro-4-cyanophenyl ester